C(C)OC1=NC=CC=C1C1=NC(=C(C=C1)N1[C@@H](CN(CC1)C(=O)N1[C@@H](CCC1)C(F)(F)F)CC)OCCN 2-({2'-ethoxy-5-[(2R)-2-ethyl-4-[(2S)-2-(trifluoromethyl)pyrrolidine-1-carbonyl]piperazin-1-yl]-[2,3'-bipyridin]-6-yl}oxy)ethan-1-amine